O=C1CC(CC1)C1N(CCC1)C(=O)OCC1=CC=CC=C1 (±)-Benzyl 2-(3-oxocyclopentyl)pyrrolidine-1-carboxylate